Cl.C(OC(C)(C)C)(O)=O tert-butyl carbonate hydrochloride